C(C)(=O)OCC(=O)C1=C(C=C(C=C1)C(F)(F)F)NC(C1=CC(=CC=C1)Br)=O 2-(2-(3-Bromobenzamido)-4-(trifluoromethyl)phenyl)-2-oxoethyl acetate